ethyl-2-hydroxybenzylamine C(C)NCC1=C(C=CC=C1)O